((1-(trans-4-hydroxycyclohexyl)-1H-pyrazolo[3,4-d]pyrimidin-6-yl)amino)-6-methoxy-3,4-dihydroisoquinoline-2(1H)-carboxylate O[C@@H]1CC[C@H](CC1)N1N=CC=2C1=NC(=NC2)NC2N(CCC1=CC(=CC=C21)OC)C(=O)[O-]